[Si](C)(C)(C(C)(C)C)O[C@@H]1C[C@@H](CCC1)NC=1N=NC(=C2C1C=NC=C2)C2=C(C=C(C=C2)Cl)O 2-[4-[[(1R,3S)-3-[tert-butyl(dimethyl)silyl]oxycyclohexyl]amino]pyrido[3,4-d]pyridazin-1-yl]-5-chloro-phenol